FC1=C(C(=O)C2=C(C=CC=C2)N=NC2=CC=CC=C2)C=CC(=C1)F 2-(2,4-difluorobenzoyl)azobenzene